CS(=O)(=O)/C=C/[C@H](C)NC(=O)C=1C(=NC(=NC1)C1CCOCC1)OC1=CC=CC=C1 (S,E)-N-(4-(methylsulfonyl)but-3-en-2-yl)-4-phenoxy-2-(tetrahydro-2H-pyran-4-yl)pyrimidine-5-carboxamide